COC1=NC2=CC(=CC(=C2N=C1)C=1SC2=C(N1)C=CC1=C2C[C@H](O1)C(=O)OC)C (S)-methyl 2-(2-methoxy-7-methylquinoxalin-5-yl)-7,8-dihydrobenzofuro[5,4-d]thiazole-7-carboxylate